NC(CN1CCN(CC1)C(=O)C1=CC2=C(N3C(S2)=NC(=C3)C3=CC=C(C(=O)NC)C=C3)C=C1)=O 4-(7-(4-(2-Amino-2-oxoethyl)piperazine-1-carbonyl)benzo[d]imidazo[2,1-b]thiazol-2-yl)-N-methylbenzamide